6-amidino-2-naphthol methanesulfonate CS(=O)(=O)OC1=CC2=CC=C(C=C2C=C1)C(N)=N